COC=1C=C(C=CC1)C1N(CCCN(C1=O)C1=CC=C(C=C1)C=1C=NN(C1)C1OCCCC1)CCN(C(OC(C)(C)C)=O)C tert-butyl (2-(2-(3-methoxyphenyl)-3-oxo-4-(4-(1-(tetrahydro-2H-pyran-2-yl)-1H-pyrazol-4-yl)phenyl)-1,4-diazepan-1-yl)ethyl)(methyl)carbamate